hexa-5-en CCCCC=C